4,4'-bibenzyldicarboxylic acid C1(=CC=C(C=C1)C(=O)O)CCC1=CC=C(C=C1)C(=O)O